1-(2-(4-(tert-butoxycarbonyl)piperazin-1-yl)-2-oxoethyl)-5-(difluoromethyl)-1H-pyrazole-3-carboxylic acid C(C)(C)(C)OC(=O)N1CCN(CC1)C(CN1N=C(C=C1C(F)F)C(=O)O)=O